C(C)OC1(CCCCC1)OOC(C)(C)CC 1-ethoxy-1-t-amylperoxycyclohexane